bismuth sulfide telluride [Bi](=S)=[Te]